3-{[1-(4-chloro-3-fluorophenyl)-1H-1,2,4-triazol-5-yl]methyl}-3-ethyl-1-({1-[(oxan-4-yl)methyl]-1H-1,2,4-triazol-5-yl}methyl)urea ClC1=C(C=C(C=C1)N1N=CN=C1CN(C(NCC1=NC=NN1CC1CCOCC1)=O)CC)F